OC[C@H](C)OC1=NC=C(C=N1)NC(O[C@H](C)[C@H](C)OC1=C(C=C2C(=N1)SC(=N2)C2=C1N=CC(=NC1=CC(=C2)C)OC)F)=O (2R,3S)-3-((6-fluoro-2-(2-methoxy-7-methylquinoxalin-5-yl)thiazolo[5,4-b]pyridin-5-yl) oxy)butan-2-yl (2-(((S)-1-hydroxypropan-2-yl)oxy)pyrimidin-5-yl)carbamate